CN1N=CC=2C1=NC(=CC2N2CC1=C(CC2)N(N=C1C)CC12CCC(CC1)(CC2)NC(=O)[C@H]2NCCOC2)C (S)-N-(4-((5-(1,6-dimethyl-1H-pyrazolo[3,4-b]pyridin-4-yl)-3-methyl-4,5,6,7-tetrahydro-1H-pyrazolo[4,3-c]pyridin-1-yl)methyl)bicyclo[2.2.2]octane-1-yl)morpholine-3-carboxamide